2-((8-amino-7-fluoro-6-(4-methyl-6-(oxazol-2-yl)pyridin-3-yl)isoquinolin-3-yl)amino)-4,6-dimethyl-5,6-dihydro-4H-pyrazolo[1,5-d][1,4]diazepin-7(8H)-one NC=1C(=C(C=C2C=C(N=CC12)NC1=NN2CC(N(CC(C2=C1)C)C)=O)C=1C=NC(=CC1C)C=1OC=CN1)F